ClC1=CC=C(C=C1)C1=C(C2=CC=CC=C2C=C1)C1=CC=CC=2C3=CC=CC=C3NC12 (2-(4-chlorophenyl)naphthalen-1-yl)-9H-carbazole